C(CCC)NCCC(C(=O)N)=C (N-butylaminoethyl)acrylamide